NC1=NC=CC=C1C1=NC=2C(=NC(=CC2)C2=CC=CC=C2)N1C1=CC=C(CN2CCC(CC2)N(C(=O)C2=NC(=NC=C2)C#N)C([2H])([2H])[2H])C=C1 N-(1-(4-(2-(2-aminopyridin-3-yl)-5-phenyl-3H-imidazo[4,5-b]pyridin-3-yl)benzyl)piperidin-4-yl)-2-cyano-N-(methyl-d3)pyrimidine-4-carboxamide